5-phenyl-cyclohexane-1,3-dione C1(=CC=CC=C1)C1CC(CC(C1)=O)=O